COC[C@H]1N(CCC1)CC(=O)Cl ((S)-2-(methoxymethyl)pyrrolidinyl)acetyl chloride